(4S,5R)-1-(1-(4-fluorophenyl)-1H-indazol-5-yl)-3,3-dimethyl-4-((oxetan-3-ylmethyl)amino)-5-phenylpyrrolidin-2-one FC1=CC=C(C=C1)N1N=CC2=CC(=CC=C12)N1C(C([C@@H]([C@H]1C1=CC=CC=C1)NCC1COC1)(C)C)=O